6-bromo-1H-[1,2,3]triazolo[4,5-c]pyridine BrC1=CC2=C(C=N1)N=NN2